3-(4-fluorophenoxymethyl)-2-azabicyclo[3.1.1]heptane FC1=CC=C(OCC2NC3CC(C2)C3)C=C1